CC1=C(C(OC=C1)=O)C dimethyl-pyrone